3-(trifluoromethyl-sulfonyl)benzonitrile FC(S(=O)(=O)C=1C=C(C#N)C=CC1)(F)F